(1aS,4aS,8aR)-6-isopropenyl-4,4a-dimethyl-3,4,5,6,7,8-hexahydro-1aH-naphtho[1,8a-b]oxiren-2-one C(=C)(C)C1C[C@]2(C(CC([C@H]3O[C@@]32CC1)=O)C)C